5-bromo-1-((2r,4s,5r)-4-hydroxy-5-(hydroxymethyl)-5-vinyltetrahydrofuran-2-yl)pyrimidine-2,4(1h,3h)-dione BrC=1C(NC(N(C1)[C@@H]1O[C@]([C@H](C1)O)(C=C)CO)=O)=O